C(C)(=O)C1=C(N=C(S1)Cl)C1=CC(N(C=C1)CC(F)(F)F)=O 4-(5-acetyl-2-chloro-1,3-thiazol-4-yl)-1-(2,2,2-trifluoroethyl)pyridin-2-one